COC1=C(C=CC(=C1)OC)C1=CN=C2C(=N1)N(C=N2)C(C)C=2C(=C1C=CC=NC1=CC2F)F 6-(1-(6-(2,4-dimethoxyphenyl)-1H-imidazo[4,5-b]pyrazin-1-yl)ethyl)-5,7-difluoroquinoline